4-((1R,5S)-3,8-Diazabicyclo[3.2.1]octan-3-yl)-7-(8-chloronaphthalen-1-yl)-2-((tetrahydro-1H-pyrrolizin-7a(5H)-yl)methoxy)pyrido[2,3-d]pyrimidine [C@H]12CN(C[C@H](CC1)N2)C=2C1=C(N=C(N2)OCC23CCCN3CCC2)N=C(C=C1)C1=CC=CC2=CC=CC(=C12)Cl